C(CCC)C1(C(NC(N1)=O)=O)C1=CC=C(C=C1)C(=O)N1CCN(CC1)C1=NC=C(C=C1C)C1CC1 5-butyl-5-{4-[4-(5-cyclopropyl-3-methylpyridin-2-yl)piperazine-1-carbonyl]phenyl}imidazolidine-2,4-dione